10-octyl-1,10-phenanthroline C(CCCCCCC)N1CC=CC2=CC=C3C=CC=NC3=C12